C(C)[NH+](CC)CC.[N+](=[N-])=CC(CCC(C(=O)[O-])NC(=O)OC(C)OC(C(C)(C)C)=O)=O 6-Diazo-2-(((1-(pivaloyloxy)ethoxy)carbonyl)amino)-5-oxohexanoic acid triethylammonium salt